CC1=C(C=C(C(N1C1=NC=CC=C1)=O)C(=O)N)C=1OC=CN1 6-methyl-5-(oxazol-2-yl)-2-oxo-2H-[1,2'-bipyridine]-3-carboxamide